C(C)N1N=CC=C1C1=CC(=CC=2N(C=NC21)C/C(=C/CN)/F)C(F)(F)F (Z)-4-(4-(1-ethyl-1H-pyrazol-5-yl)-6-(trifluoromethyl)-1H-benzo[d]imidazol-1-yl)-3-fluoro-but-2-en-1-amine